Hydroxysuccinimidyl Succinamate C(CCC(=O)N)(=O)ON1C(C(CC1=O)O)=O